5-hydroxy-4,4-dimethyl-3-oxopentanenitrile OCC(C(CC#N)=O)(C)C